N1N=CC(=C1)CN1C(CC(C1)C1=C(C(=CC(=C1)F)F)F)=O (+)-1-(1H-pyrazol-4-ylmethyl)-4-(2,3,5-trifluorophenyl)pyrrolidin-2-one